CNC=1N=CC(=C2C=C(N=CC12)NC(=O)C1CC1)CCC1=CC=C(C=C1)OC(F)(F)F N-(8-(methylamino)-5-(4-(trifluoromethoxy)phenethyl)-2,7-naphthyridin-3-yl)cyclopropanecarboxamide